N-((1H-pyrrolo[2,3-b]pyridin-2-yl)methyl)-1-(3-(4-methoxyphenyl)-1,2,4-oxadiazol-5-yl)piperidine-4-carboxamide N1C(=CC=2C1=NC=CC2)CNC(=O)C2CCN(CC2)C2=NC(=NO2)C2=CC=C(C=C2)OC